ClC1=C(CCN2CC(CCC2)C=2NC(N(N2)C=2C=CC=C3C=CC(=NC23)OC)=O)C=CC(=C1)Cl 5-(1-(2,4-dichlorophenethyl)piperidin-3-yl)-2-(2-methoxyquinolin-8-yl)-2,4-dihydro-3H-1,2,4-triazol-3-one